C1C(OC2=CC(=CC(=C2C1=O)O)O)C3=CC(=C(C(=C3)O)O)O The molecule is a pentahydroxyflavanone that is flavanone substituted by hydroxy groups at positions 5, 7, 3', 4' and 5'. It is a pentahydroxyflavanone, a 3',5'-dihydroxyflavanone and a member of 4'-hydroxyflavanones.